C(C)(C)(C)OC(=O)N[C@H](CN1C=C(C=C(C1=O)F)C(=O)O)C (S)-1-(2-((tert-Butoxycarbonyl)amino)propyl)-5-fluoro-6-oxo-1,6-dihydropyridine-3-carboxylic acid